6-((1-(tert-butyl)-3-((1s,3r)-3-hydroxycyclopentyl)-1H-pyrazol-5-yl)amino)-2-methylpyridazin-3(2H)-one C(C)(C)(C)N1N=C(C=C1NC=1C=CC(N(N1)C)=O)[C@@H]1C[C@@H](CC1)O